C12CCCC(CC1)N2 8-AZABICYCLO[3.2.1]OCTAN